C(CCC)OC(=O)N1CCCC2=CC(=CC=C12)C1C(NC(CC1)=O)=O.ClC1=C(C=C(C(=O)NCC2=C(C=CC(=C2)OC(F)(F)F)F)C=C1)C=1C=CC=2N(N1)C=C(N2)NC(C)=O 4-chloro-3-{2-acetamidoimidazo[1,2-b]pyridazin-6-yl}-N-{[2-fluoro-5-(trifluoromethoxy)phenyl]methyl}benzamide butyl-6-(2,6-dioxopiperidin-3-yl)-3,4-dihydroquinoline-1(2H)-carboxylate